FC=1C=C(C=NC1)C1=NC=C(C(=N1)C(F)(F)F)NCCC 2-(5-fluoro-3-pyridyl)-N-propyl-4-(trifluoromethyl)-pyrimidin-5-amine